ClC=1C(=C2C=CN(C2=CC1)C)C=NN/C(/N)=N/[H] (E)-2-((5-chloro-1-methyl-1H-indol-4-yl)methylene)hydrazine-1-carboximidamide